(1s,4s)-4-(6-Methoxy-5-((1-methyl-2-oxo-1,2-dihydropyridin-3-yl)carbamoyl)-2H-indazol-2-yl)cyclohexyl methanesulfonate CS(=O)(=O)OC1CCC(CC1)N1N=C2C=C(C(=CC2=C1)C(NC=1C(N(C=CC1)C)=O)=O)OC